methyl 2-(bis(tert-butoxycarbonyl)amino)-4-bromo-5-fluorobenzoate C(C)(C)(C)OC(=O)N(C1=C(C(=O)OC)C=C(C(=C1)Br)F)C(=O)OC(C)(C)C